CC=1C=C(C2=C(C=C(C=CC12)C(C)C)C)C=1OC(=C(C(C1O)=O)CC1=CC=C(C=C1)Cl)CO 2-(3,8-dimethyl-6-isopropylazulen-1-yl)(4-chlorophenyl)methyl-3-hydroxy-6-hydroxymethyl-4H-pyran-4-one